europium(III) oxalate C(C(=O)[O-])(=O)[O-].[Eu+3].C(C(=O)[O-])(=O)[O-].C(C(=O)[O-])(=O)[O-].[Eu+3]